N-(3,5-dichloropyridin-4-yl)-4-difluoromethoxy-3-(1-Methylethoxy)benzamide ClC=1C=NC=C(C1NC(C1=CC(=C(C=C1)OC(F)F)OC(C)C)=O)Cl